C(CC(C)C)N1N(C2=C3C(=C(C=C2C1=O)OC)C=CC=C3)C3=CC=CC=C3 2-isopentyl-5-methoxy-1-phenyl-1H-benzo[g]indazol-3(2H)-one